potassium sorbate potassium benzoate C(C1=CC=CC=C1)(=O)[O-].[K+].C(\C=C\C=C\C)(=O)[O-].[K+]